N1C(=NC2=C1C=CC=C2)CN2N=CC(=C2)NC2=NC=NC=C2C2=CC=C(C=C2)Cl {1-[(1H-1,3-benzimidazol-2-yl)methyl]-1H-pyrazol-4-yl}-5-(p-chlorophenyl)-4-pyrimidinylamine